[1,2-13C2]-octanesulfonate sodium [Na+].[13CH2]([13CH2]CCCCCC)S(=O)(=O)[O-]